C[C@H](C(=O)N[C@](C)(C#N)C(C)C)OC1=C(C=C(C=C1)Cl)Cl The molecule is the stereoisomer of N-(2-cyano-3-methylbutan-2-yl)-2-(2,4-dichlorophenoxy)propanamide obtained by formal condensation of the carboxy group of (R)-2-(2,4-dichlorophenoxy)propanoic acid with the amino group of (S)-2-amino-2,3-dimethylbutanenitrile. It is an enantiomer of a (S,R)-fenoxanil.